C1#CC=CC=C1 Benzyn